C(CC\C=C/CCCCCCC)#N (4Z)-4-dodecenenitrile